C[Si](C)(C)C#CC1=CC=C(C(C2=C(C=CC=C2)OC)(C2=C(C=CC=C2)OC)OC[C@@H]2[C@H](C[C@@H](O2)N2C(=O)NC(=O)C(C)=C2)O)C=C1 5'-O-(4-trimethylsilylethynyl-2',2''-dimethoxyltrityl)-thymidine